N-(tert-butyl)benzothiazole C(C)(C)(C)N1CSC2=C1C=CC=C2